3-methyl-8-((2-(trimethylsilyl)ethoxy)methyl)-6,8-dihydropyrimido[5',4':5,6]pyrano[4,3-f]indazole CC=1N=CC2=C(OCC=3C2=CC=2C=NN(C2C3)COCC[Si](C)(C)C)N1